C(CCCCCCC)OC1=CC=C(C=C1)OCCCCCCCC 2,5-bis(octyloxy)benzene